1-(1-(4-Chlorophenyl)-2,4,5-trimethyl-1H-pyrrol-3-yl)-2-(4-hydroxy-piperidin-1-yl)ethanone ClC1=CC=C(C=C1)N1C(=C(C(=C1C)C)C(CN1CCC(CC1)O)=O)C